6-benzyl-1-thia-6-azaspiro[2.5]octane C(C1=CC=CC=C1)N1CCC2(CS2)CC1